ClC1=CC=C(C=C1)C1N(C(C12CCCC2)=O)CC2CCN(CC2)C2=CC(=C(C(=O)O)C=C2)OC=2C=C1C=CNC1=CC2 4-(4-[1-(4-chlorophenyl)-3-oxo-2-azaspiro[3.4]oct-2-yl]methylpiperidino)-2-(1H-indol-5-yloxy)benzoic acid